hydroxypropane sodium [Na].OCCC